tert-Butyl-4-(1-methyl-2,3-dioxo-2,3-dihydropyrido[2,3-b]pyrazin-4(1H)-yl)piperidin C(C)(C)(C)N1CCC(CC1)N1C2=C(N(C(C1=O)=O)C)C=CC=N2